C1(CCC1)NC=1C=C2C3=C(N(C2=CC1OC)C)C(=NC=C3)C N-cyclobutyl-7-methoxy-1,9-dimethyl-9H-pyrido[3,4-b]indol-6-amine